C(C)[C@H]1OC=2C(CN(C1)CC=1C=C(C=CC1C)CC(C(=O)O)(C)C)=CC=C1C2OC(O1)(F)F 3-(3-(((R)-9-ethyl-2,2-difluoro-8,9-dihydro-[1,3]dioxolano[4',5':3,4]benzo[1,2-f][1,4]oxazepin-7(6H)-yl)methyl)-4-methylphenyl)-2,2-dimethylpropionic acid